N-(2-chloro-4-fluoro-3-((5-fluoro-3-methyl-4-oxo-3,4-dihydroquinazolin-6-yl)oxy)phenyl)pyrrolidine-1-sulfonamide Trifluoroacetate FC(C(=O)O)(F)F.ClC1=C(C=CC(=C1OC=1C(=C2C(N(C=NC2=CC1)C)=O)F)F)NS(=O)(=O)N1CCCC1